CC1=C(C(=CC(=C1C)[2H])C)O 2,3,6-trimethylphenol-d